N-(2-methylbenzyl)isonicotinamide CC1=C(CNC(C2=CC=NC=C2)=O)C=CC=C1